O[C@@]12[C@]3(CCC(C=C3CC[C@H]1[C@@H]1CC[C@H](C(CO)=O)[C@]1(CC2)CO)=O)C 9,18,21-trihydroxypregn-4-ene-3,20-dione